ClC1=C(C(=C(C=C1)C)F)B(O)O 2-CHLORO-6-FLUORO-5-METHYLPHENYLBORONIC ACID